N1=CC=C(C=C1)CN1N=C2C3=C(CC4(C2=C1)CCC4)OC(=C3C(F)(F)F)C(=O)OCC ethyl 2'-[(pyridin-4-yl)methyl]-8'-(trifluoromethyl)-2',5'-dihydrospiro[cyclobutane-1,4'-furo[2,3-g]indazole]-7'-carboxylate